dodecandiol dimethacrylate C(C(=C)C)(=O)OC(CCCCCCCCCCC)OC(C(=C)C)=O